OC1(CCOC2=CC(=CC=C12)C(F)(F)F)CS(=O)(=O)NC(OC(C)(C)C)=O tert-butyl (4-hydroxy-7-(trifluoromethyl)chroman-4-yl)methylsulfonylcarbamate